2-(6-fluoropyridin-3-yl)-2,3-dihydroisothiazole FC1=CC=C(C=N1)N1SC=CC1